1-cyclopropyl-4-fluoro-2-(4-(methylsulfonyl)phenyl)-6-(1-(8-(tetrahydro-2H-pyran-4-yl)-8-azabicyclo[3.2.1]oct-3-yl)piperidin-4-yl)-1H-benzo[d]imidazole C1(CC1)N1C(=NC2=C1C=C(C=C2F)C2CCN(CC2)C2CC1CCC(C2)N1C1CCOCC1)C1=CC=C(C=C1)S(=O)(=O)C